FC(C(=O)NCCNCCO)(F)F 2,2,2-trifluoro-N-(2-((2-hydroxyethyl)amino)ethyl)acetamide